C(CC)OC(C(CC(=O)OCCC)CC1=CC(=CC=C1)OC)=O 3-Methoxybenzylsuccinic acid dipropyl ester